C(C)(C)(C)OC(N[C@H](C=C)[C@@H](C)O)=O (3R,4R)-4-hydroxypent-1-en-3-ylcarbamic acid tert-butyl ester